2-oxo-2-(o-tolylamino)acetic acid O=C(C(=O)O)NC1=C(C=CC=C1)C